O(C1=CC=CC=C1)NC(=O)N PHENOXYUREA